6-chloro-N-[5-(2-cyanoethyl)-4-methoxy-pyrimidin-2-yl]-7-(difluoromethylthio)-1H-indole-3-sulfonamide ClC1=CC=C2C(=CNC2=C1SC(F)F)S(=O)(=O)NC1=NC=C(C(=N1)OC)CCC#N